[N+](=O)([O-])OC(COCCCC)CO[N+](=O)[O-] 1-butoxy-2,3-propanediol dinitrate